6-bromo-2'-methyl-3',6'-dihydro-[2,4'-bipyridine]-1'(2'h)-carboxylic acid tert-butyl ester C(C)(C)(C)OC(=O)N1C(CC(=CC1)C1=NC(=CC=C1)Br)C